C[C@@H]1CC[C@@H]2[C@]13CC([C@@H]([C@H]3C=C2C(=O)O)O)(C)C Pentalenic acid